CC(CCC)OCCOCCOCCO Triethylene glycol methylbutyl ether